N12NNNCCCCCC(CC1)CC2 tetraazabicyclo[8.2.2]tetradecane